2-chloro-N-((3aR,5s,6aS)-2-(5-(3-cyano-6-(1-methyl-1H-pyrazol-4-yl)pyrazolo[1,5-a]pyridin-4-yl)pyrazin-2-yl)-5-methyloctahydrocyclopenta[c]pyrrol-5-yl)-6-fluorobenzamide ClC1=C(C(=O)NC2(C[C@@H]3[C@@H](CN(C3)C3=NC=C(N=C3)C=3C=4N(C=C(C3)C=3C=NN(C3)C)N=CC4C#N)C2)C)C(=CC=C1)F